tert-butyl 4-[8-(1-hydroxyethyl)-6-[6-(methoxy methoxy)-2,7-dimethylindazol-5-yl]-1,5-naphthyridin-2-yl]piperazine-1-carboxylate OC(C)C=1C=C(N=C2C=CC(=NC12)N1CCN(CC1)C(=O)OC(C)(C)C)C1=CC2=CN(N=C2C(=C1OCOC)C)C